(S)-quinuclidin-3-yl (5-(3-(methoxymethoxy)phenyl)-2,2-dimethyl-2,3-dihydro-1H-inden-1-yl)carbamat COCOC=1C=C(C=CC1)C=1C=C2CC(C(C2=CC1)NC(O[C@@H]1CN2CCC1CC2)=O)(C)C